FC12CC(C1)(C2)NC(=O)NCC2=CC(=NC=C2)OCC(C)F 1-(3-fluoro-1-bicyclo[1.1.1]pentanyl)-3-[[2-(2-fluoropropoxy)pyridin-4-yl]methyl]urea